BrC1=C(C=C(C(=O)NCC=2N=NN(C2)CC2=CC(=CC(=C2)F)F)C=C1)[N+](=O)[O-] 4-bromo-N-((1-(3,5-difluorobenzyl)-1H-1,2,3-triazol-4-yl)methyl)-3-nitrobenzamide